4-((6-Bromopyridin-3-yl)methyl)piperazine-1-carboxylic acid tert-butyl ester C(C)(C)(C)OC(=O)N1CCN(CC1)CC=1C=NC(=CC1)Br